chloramid NCl